ethyl 2-(2-((5-(3-(aminomethyl)phenyl)-2-(1-hydroxyethyl)benzofuran-3-yl)methoxy)-4-methoxyphenyl)acetate NCC=1C=C(C=CC1)C=1C=CC2=C(C(=C(O2)C(C)O)COC2=C(C=CC(=C2)OC)CC(=O)OCC)C1